C(C)(=O)N1CC2(C1)OC(CC2)C(=O)N2[C@@H](C[C@H](C2)F)C(=O)N[C@H](C2=CC=C(C=C2)C(C)C)C2=CC=CC=C2 (2S,4R)-1-{2-acetyl-5-oxa-2-azaspiro[3.4]octane-6-carbonyl}-4-fluoro-N-[(S)-phenyl[4-(propan-2-yl)phenyl]methyl]pyrrolidine-2-carboxamide